tert-butyl methyl(1-(5-(4,4,5,5-tetramethyl-1,3,2-dioxaborolan-2-yl)pyridin-2-yl)azetidin-3-yl)carbamate CN(C(OC(C)(C)C)=O)C1CN(C1)C1=NC=C(C=C1)B1OC(C(O1)(C)C)(C)C